C(C=C)C=1C=C(C=CC1)CCC[Si](OCC)(OCC)OCC M-allylphenylpropyl-triethoxysilane